N-Boc-Valine C(=O)(OC(C)(C)C)N[C@@H](C(C)C)C(=O)O